4'-(α-D-mannopyranosyloxy)-3'-methyl-1,1'-biphenyl-3-carboxylic acid [C@H]1([C@@H](O)[C@@H](O)[C@H](O)[C@H](O1)CO)OC1=C(C=C(C=C1)C1=CC(=CC=C1)C(=O)O)C